C1(=CC=C(C=C1)N1C=NOC1=O)C 4-(p-tolyl)-1,2,4-oxadiazol-5(4H)-one